3-(6-Hydroxyhexanoyl)oxetan-2-one OCCCCCC(=O)C1C(OC1)=O